N-(3,5-difluorophenyl)benzo[d]isoxazol-3-amine FC=1C=C(C=C(C1)F)NC1=NOC2=C1C=CC=C2